(8-(4-(hydroxymethyl)-2-(methoxymethyl)-1-methyl-6-(trifluoromethyl)-1H-benzo[d]imidazol-5-yl)-1-vinylindolizin-3-yl)(3,4,5-trifluorophenyl)methanone OCC1=C(C(=CC=2N(C(=NC21)COC)C)C(F)(F)F)C2=CC=CN1C(=CC(=C21)C=C)C(=O)C2=CC(=C(C(=C2)F)F)F